N[C@@H]1CC[C@H](CC1)C(=O)O (trans)-4-aminocyclohexane-1-carboxylic acid